C(C)C(CCCC)(S)S ethyl-pentanedithiol